2-Phenylethyl-2-methylbutanoate C1(=CC=CC=C1)CCOC(C(CC)C)=O